3-(3-amino-2-fluorobenzyl)-2-oxo-3,4-dihydro-2H-benzo[e][1,3]oxazin-7-yl dimethylcarbamate CN(C(OC1=CC2=C(CN(C(O2)=O)CC2=C(C(=CC=C2)N)F)C=C1)=O)C